2-[4-cyclopropyl-3-(2-oxoethyl)phenyl]acetic acid C1(CC1)C1=C(C=C(C=C1)CC(=O)O)CC=O